tert-butyl N-[(2-benzylpyrazolo[1,5-a]pyrimidine-6-carbonyl)amino]carbamate C(C1=CC=CC=C1)C1=NN2C(N=CC(=C2)C(=O)NNC(OC(C)(C)C)=O)=C1